NC1CCC(CC1)CNC1=CC(=C(C=C1)N1CC(OC(C1)C)C)Cl N-(((1r,4r)-4-aminocyclohexyl)methyl)-3-chloro-4-(2,6-dimethylmorpholino)aniline